C(C)(=O)O[C@H]1[C@H](N(C[C@@H]1O)C(=O)OC(C)(C)C)CC1=CC=C(C=C1)OCCC tert-butyl (2R,3S,4S)-3-(acetyloxy)-4-hydroxy-2-[(4-propoxyphenyl)methyl]pyrrolidine-1-carboxylate